2-amino-3-(((tert-butyldimethylsilyl)oxy)methyl)quinoline-6-carboxylic acid NC1=NC2=CC=C(C=C2C=C1CO[Si](C)(C)C(C)(C)C)C(=O)O